(R)-1-(2-(4-(1,3-dioxoisoindolin-2-yl)pentyloxy)-5-fluorophenyl)ethylcarbamic acid tert-butyl ester C(C)(C)(C)OC(N[C@H](C)C1=C(C=CC(=C1)F)OCCCC(C)N1C(C2=CC=CC=C2C1=O)=O)=O